5-bromo-2-methyl-4-(trifluoromethyl)aniline BrC=1C(=CC(=C(N)C1)C)C(F)(F)F